2-((S)-3-((S)-sec-butyl)-5-(4-fluorophenyl)-7-methoxy-2-oxo-2,3-dihydro-1H-benzo[e][1,4]diazepin-1-yl)acetic acid [C@H](C)(CC)[C@@H]1N=C(C2=C(N(C1=O)CC(=O)O)C=CC(=C2)OC)C2=CC=C(C=C2)F